C1(CC1)C1=NN(C=N1)C1CC2(CN(C2)C(=O)N2CC3(CN(C3)S(=O)(=O)C=3C=C(C(=O)O)C=CC3F)C2)C1 3-[[6-[6-(3-cyclopropyl-1,2,4-triazol-1-yl)-2-azaspiro[3.3]heptane-2-carbonyl]-2,6-diazaspiro[3.3]heptan-2-yl]sulfonyl]-4-fluoro-benzoic acid